(1R,2S,5S)-N-(1-cyclopropyl-3-hydroxy-4-(methylamino)-4-oxobutan-2-yl)-3-((S)-3,3-dimethyl-2-(2,2,2-trifluoroacetamido)butanoyl)-6,6-dimethyl-3-azabicyclo[3.1.0]hexane-2-carboxamide C1(CC1)CC(C(C(=O)NC)O)NC(=O)[C@@H]1[C@H]2C([C@H]2CN1C([C@H](C(C)(C)C)NC(C(F)(F)F)=O)=O)(C)C